ClC1=C(C(=C(C=C1OC)OC)Cl)C1=CC2=C(N=C(N=C2)N[C@H]2[C@H](COC2)NC(C=C)=O)C(=N1)N1CCC(CC1)O N-((3R,4S)-4-((6-(2,6-dichloro-3,5-dimethoxyphenyl)-8-(4-hydroxypiperidin-1-yl)pyrido[3,4-d]pyrimidin-2-yl)amino)tetrahydrofuran-3-yl)acrylamide